Cl.FC1=CC=C(C=C1)C=1C=C2C(=NNC2=CC1)NC(=O)C1CCN(CC1)C N-[5-(4-fluorophenyl)-1H-indazol-3-yl]-1-methylpiperidine-4-carboxamide hydrochloride